4-[[3-[(5,5-dimethyl-1,4-dioxan-2-yl)methoxy]-4-pyridinyl]methylamino]-N-(3-fluoro-2-methyl-phenyl)-6-oxo-2,3-dihydro-1H-pyridine-5-thiocarboxamide CC1(OCC(OC1)COC=1C=NC=CC1CNC=1CCNC(C1C(NC1=C(C(=CC=C1)F)C)=S)=O)C